N-(2-(3-(4-amino-3-chlorobenzamido)-2-oxopyridin-1(2H)-yl)propanamido)-N-(2-(perfluorophenoxy)acetyl)glycine NC1=C(C=C(C(=O)NC=2C(N(C=CC2)C(C(=O)NN(CC(=O)O)C(COC2=C(C(=C(C(=C2F)F)F)F)F)=O)C)=O)C=C1)Cl